5-[4'-(α-D-mannopyranosyloxy)-3'-methylphenyl]-1(2H)-isoquinolinone [C@H]1([C@@H](O)[C@@H](O)[C@H](O)[C@H](O1)CO)OC1=C(C=C(C=C1)C1=C2C=CNC(C2=CC=C1)=O)C